O=C1OCCN1C=1C=C(C=CC1)N1N=CC(=C1)C=O 1-(3-(2-oxo-oxazolidin-3-yl)phenyl)-1H-pyrazole-4-carbaldehyde